4-chloro-2-(2-methylcyclobutyl)-6,7-dihydro-5H-cyclopenta[d]pyrimidine ClC=1C2=C(N=C(N1)C1C(CC1)C)CCC2